C(C)[C@H]1[C@H](NC(C1(F)F)=O)COC=1C=CC=C2C=C(C=3N(C12)N=CN3)C(=O)N 9-(((2S,3S)-3-ethyl-4,4-difluoro-5-oxopyrrolidin-2-yl)methoxy)-[1,2,4]triazolo[1,5-a]quinoline-4-carboxamide